N(=C=S)C1=CC=C(OCCOCCOCCSC[C@H]2OCCN(CCOCCOCCN(CCOC2)CC2=CC=CC(=N2)C(=O)O)CC2=CC=CC(=N2)C(=O)O)C=C1 (S)-6,6'-((2-(((2-(2-(2-(4-Isothiocyanatophenoxy)ethoxy)ethoxy)ethyl)thio)methyl)-1,4,10,13-tetraoxa-7,16-diazacyclooctadecane-7,16-diyl)bis(methylene))dipicolinic acid